1-({3-[2-(4-chlorophenyl)ethyl]-1,2,4-oxadiazol-5-yl}methyl)-5-methyl-6-oxo-1,6-dihydropyridazine-3-carbonitrile ClC1=CC=C(C=C1)CCC1=NOC(=N1)CN1N=C(C=C(C1=O)C)C#N